24-hydroxycholesterol benzoate C(C1=CC=CC=C1)(=O)O[C@@H]1CC2=CC[C@H]3[C@@H]4CC[C@H]([C@@H](CCC(C(C)C)O)C)[C@]4(CC[C@@H]3[C@]2(CC1)C)C